2-(3,4-dihydroxybenzylamino)-6-aminopurine OC=1C=C(CNC2=NC(=C3NC=NC3=N2)N)C=CC1O